[Si](C1=CC=CC=C1)(C1=CC=CC=C1)(C(C)(C)C)OC[C@H]1[C@@H](CC1)C(C=C)O 1-((1R,2R)-2-(((tert-butyldiphenylsilyl)oxy)methyl)cyclobutyl)prop-2-en-1-ol